(dimethylfluorenyl)(dibenzofuranylphenyl)(spirobifluorenyl)amine CC=1C(=C(C=2CC3=CC=CC=C3C2C1)N(C=1C2(C3=CC4=CC=CC=C4C3=CC1)C=CC=C1C3=CC=CC=C3C=C12)C1=C(C=CC=C1)C1=CC=CC=2OC3=C(C21)C=CC=C3)C